C(C)(C)(C)OC(=O)N1CC(CC1)C1NC(CC1)=O 3-(5-Oxopyrrolidin-2-yl)pyrrolidine-1-carboxylic acid tert-butyl ester